C(C(=C)C)(=O)OCCOC1=CC=C(C=C1)C(C)(C)C1=CC=C(C=C1)OCCOC(C(=C)C)=O bis[p-(methacryloyloxyethoxy)phenyl]dimethylmethane